C12(C(CC(CC1)C2(C)C)OCC2(COC2)CC)C bornyl(3-ethyl-3-oxetanylmethyl)ether